C(C)(C)(C)OC(CC[C@@H](C(=O)O)NC(=O)OC(C)(C)C)=O (S)-5-(t-butoxy)-2-((t-butoxycarbonyl)amino)-5-oxopentanoic acid